(7S)-N-cyclopropyl-9-(2,6-difluorophenyl)-7-methyl-13,16-dioxa-18-thia-2,3,5,8-tetraazatetracyclo[8.8.0.02,6.011,17]octadeca-1(10),3,5,8,11(17)-pentaene-4-carboxamide C1(CC1)NC(=O)C1=NN2C=3SC=4OCCOCC4C3C(=N[C@H](C2=N1)C)C1=C(C=CC=C1F)F